C(C)(C)C1=CC=C2C(NC(N(C2=C1)C1=CC=CC=C1)=O)=O 7-isopropyl-1-phenylquinazolin-2,4(1H,3H)-dione